C(C=C)C1=C(C=CC(=C1)F)NC1=C(C(=O)O)C=CC(=C1)C(F)(F)F 2-((2-Allyl-4-fluorophenyl)amino)-4-(trifluoromethyl)benzoic acid